(2E)-2-(benzoyloxyimino)-1-[4-(phenylthio)phenyl]octane-1-one C(C1=CC=CC=C1)(=O)O\N=C(\C(=O)C1=CC=C(C=C1)SC1=CC=CC=C1)/CCCCCC